C(C)OC(\C=C\CNCCCCN1C2=C(CCC3=C1C=C(C=C3)Cl)C=C(C=C2)O)=O.BrC2=CC=C(C=C2)OC(F)F 1-bromo-4-(difluoromethoxy)benzene ethyl-(E)-4-[4-(7-chloro-2-hydroxy-10,11-dihydro-dibenzo[b,f]azepin-5-yl)-butylamino]-but-2-enoate